1-{1-[2-Methoxy-3-(2,2,2-trifluoro-ethoxy)-phenyl]-ethyl}-3-spiro[3.3]hept-2-yl-urea COC1=C(C=CC=C1OCC(F)(F)F)C(C)NC(=O)NC1CC2(C1)CCC2